3,5-di((E)-benzylidene)-1-ethylpiperidin-4-one C(/C1=CC=CC=C1)=C\1/CN(C\C(\C1=O)=C/C1=CC=CC=C1)CC